(R)-7-(6-chloro-4-methoxypyridin-2-yl)-2-(1-cyclopropyl-2-hydroxy-2-methylpropyl)isoindolin-1-one ClC1=CC(=CC(=N1)C=1C=CC=C2CN(C(C12)=O)[C@@H](C(C)(C)O)C1CC1)OC